1-cyclopropyl-8-[[(1R)-1-[3-(1,1-difluoro-2-hydroxy-ethyl)phenyl]ethyl]amino]-3-ethoxy-3,5-dimethyl-pyrrolo[3,2-g]phthalazin-2-one C1(CC1)N1C(C(C=2C=C3C(=NN=C(C3=CC21)N[C@H](C)C2=CC(=CC=C2)C(CO)(F)F)C)(C)OCC)=O